NC=1C=C(OC2CC(C2)C(=O)OCC)C=C(C1)OC (1s,3s)-ethyl 3-(3-amino-5-methoxyphenoxy)cyclobutanecarboxylate